OC(C(=O)[O-])CCC(=O)[O-] 2-HYDROXY-GLUTARATE